CN(CC1=CC(=CC=2OCCOC21)B2OC(C(O2)(C)C)(C)C)C N,N-dimethyl-1-(7-(4,4,5,5-tetramethyl-1,3,2-dioxaborolan-2-yl)-2,3-dihydrobenzo[b][1,4]dioxin-5-yl)methanamine